C(C)(C)(C)OC(C1=C(C=CC=C1)COC1=CC=C(C=C1)C=1N=C(OC1C)CC1=CC(=CC=C1)Cl)=O ((4-(2-(3-chlorophenyl-methyl)-5-methyl-oxazol-4-yl)phenoxy)methyl)benzoic acid tert-butyl ester